O1C(CCCC1)N1N=CC2=C(C=CC=C12)C1=C(C(NC2=C3C=CC=NC3=CC=C12)=O)NC(OC(C)(C)C)=O tert-Butyl N-[4-[1-(oxan-2-yl)indazol-4-yl]-2-oxo-1H-1,7-phenanthrolin-3-yl]carbamate